[Si](C1=CC=CC=C1)(C1=CC=CC=C1)(C(C)(C)C)OC[C@@H](CS)OC1=CC=NC=C1 (S)-3-((tert-butyldiphenylsilyl)oxy)-2-(pyridin-4-yloxy)propane-1-thiol